N1=C(C=CC=2CCCNC12)CCN1C=C(C=C1)C(=O)NC[C@@H](C(=O)O)NS(=O)(=O)C1=C(C=C(C=C1C)C)C (S)-3-(1-(2-(5,6,7,8-tetrahydro-1,8-naphthyridin-2-yl)ethyl)-1H-pyrrole-3-carboxamido)-2-((2,4,6-trimethylphenyl)sulphonamido)propanoic acid